3-endo-(8-{2-[(2,6-difluorobenzyl)-(1-hydroxycyclopropanecarbonyl)-amino]ethyl}-8-azabicyclo[3.2.1]oct-3-yl)benzamide TFA salt OC(=O)C(F)(F)F.FC1=C(CN(CCN2C3CC(CC2CC3)C=3C=C(C(=O)N)C=CC3)C(=O)C3(CC3)O)C(=CC=C1)F